CCCCCCCCCCCCCCCCCCCCCC(=O)OC[C@H](COP(=O)(O)OC[C@H](CO)O)OC(=O)CCCCCCC/C=C\CCCC 1-docosanoyl-2-(9Z-tetradecenoyl)-glycero-3-phospho-(1'-sn-glycerol)